C(=O)=C1NC=CC2=C(C=CC=C12)N1N=CC(=C1C(F)(F)F)C(=O)NC1=CC=2N(N=C1)C=CC2C(F)(F)F 1-(1-carbonyl-1,2-dihydroisoquinolin-5-yl)-5-(trifluoromethyl)-N-(5-(trifluoromethyl)pyrrolo[1,2-b]pyridazin-3-yl)-1H-pyrazole-4-carboxamide